butyldimethyl-ammonium chloride [Cl-].C(CCC)[NH+](C)C